BrC1=C(C=C(C(=C1)OC)C1=CC=C(C=C1)F)C1=NN(C=C1)C 3-(4-bromo-4'-fluoro-6-methoxy-[1,1'-biphenyl]-3-yl)-1-methyl-1H-pyrazole